Methyl (3S)-3-((tert-butyldimethylsilyl)oxy)-5-((R)-tert-butylsulfinyl)-4-(((S)-tert-butylsulfinyl)amino)-5-(p-tolyl)pentanoate [Si](C)(C)(C(C)(C)C)O[C@@H](CC(=O)OC)C(C(C1=CC=C(C=C1)C)[S@@](=O)C(C)(C)C)N[S@@](=O)C(C)(C)C